3-(3-hydroxy-prop-1-yn-1-yl)piperidine-1-carboxylic acid tert-butyl ester C(C)(C)(C)OC(=O)N1CC(CCC1)C#CCO